(S)-(3-chloro-1-(pyridin-2-yl)-1H-pyrazol-4-yl)(4-(pyrazolo[1,5-a]pyridin-2-yl)-6,7-dihydro-1H-imidazo[4,5-c]pyridin-5(4H)-yl)methanone ClC1=NN(C=C1C(=O)N1[C@@H](C2=C(CC1)NC=N2)C2=NN1C(C=CC=C1)=C2)C2=NC=CC=C2